4-(methoxymethyl)-2-azabicyclo[2.2.1]heptane COCC12CNC(CC1)C2